N=1C=NN2C1C=CC(=C2)OC2=C(C(=C(C=C2)NC=2C1=C(N=CN2)C=CC(=N1)Cl)F)Cl N-(4-([1,2,4]triazolo[1,5-a]pyridin-6-yloxy)-3-chloro-2-fluorophenyl)-6-chloropyrido[3,2-d]pyrimidin-4-amine